5-(7,8-dimethyl-[1,2,4]triazolo[1,5-a]pyridin-6-yl)-6-isopropyl-N-(2-methyl-2-morpholinopropyl)-4H-pyrrolo[3,2-d]thiazole-2-carboxamide CC1=C(C=2N(C=C1C1=C(C=3N=C(SC3N1)C(=O)NCC(C)(N1CCOCC1)C)C(C)C)N=CN2)C